CC1=NC=C(C(=O)O)C=C1NC(=O)C=1C=NN2C1SC(=C2)C=2N=CN(C2)C 6-methyl-5-(2-(1-methyl-1H-imidazol-4-yl)pyrazolo[5,1-b]thiazole-7-carboxamido)nicotinic acid